p-aminobenzyl-aniline NC1=CC=C(NCC2=CC=CC=C2)C=C1